(8-(5-((3,4-dichlorophenyl)difluoromethyl)-1,3,4-oxadiazol-2-yl)-6-(thiazolo[4,5-d]pyrimidin-7-yl)-2,6-diazaspiro[3.4]octan-2-yl)(1-(trifluoromethyl)cyclopropyl)methanone ClC=1C=C(C=CC1Cl)C(C1=NN=C(O1)C1CN(CC12CN(C2)C(=O)C2(CC2)C(F)(F)F)C=2C1=C(N=CN2)N=CS1)(F)F